CC12CCCC(CCC1)B2 methyl-9-borabicyclo[3.3.1]nonane